1-(3-(7-fluoro-6-methoxyquinolin-4-yl)-6-(3-methoxypropyl)pyrazin-2-yl)piperidine-4-carboxylic acid FC1=C(C=C2C(=CC=NC2=C1)C=1C(=NC(=CN1)CCCOC)N1CCC(CC1)C(=O)O)OC